N,N-dibenzylethylene-diamine C(C1=CC=CC=C1)N(CCN)CC1=CC=CC=C1